methyl-2-(2,4,5-trimethyl-1,3-dioxo-1,2,3,4-tetrahydroisoquinolin-4-yl)acetate COC(CC1(C(N(C(C2=CC=CC(=C12)C)=O)C)=O)C)=O